2-Acetyl-2-(2-propen-1-yl)-4-pentenoic acid ethyl ester C(C)OC(C(CC=C)(CC=C)C(C)=O)=O